The molecule is a monocarboxylic acid anion that is a dianion resulting from the deprotonation of the carboxy group and the enol group of nocamycin E. The major species at pH 7.3. It has a role as a bacterial metabolite. It is a conjugate base of a nocamycin E. C[C@H]1[C@H]2C(=O)C[C@]3([C@@](O2)([C@H]([C@H](O3)C)C(=O)[O-])O[C@@H]1[C@H](C)/C=C(\\C)/C=C/C(=C\\4/C(=O)CNC4=O)/[O-])C